N-[4-chloro-3-(cyclopropylcarbamoyl)phenyl]-2-methyl-5-(1,1,2,2,2-pentafluoroethyl)-4-(trifluoromethyl)pyrazole-3-carboxamide (4-heptyl)citrat CCCC(CCC)C(C(=O)O)C(O)(C(=O)O)CC(=O)O.ClC1=C(C=C(C=C1)NC(=O)C=1N(N=C(C1C(F)(F)F)C(C(F)(F)F)(F)F)C)C(NC1CC1)=O